2-hydroxy-4-(2-methacryloyloxy-ethoxy)benzophenone OC1=C(C(=O)C2=CC=CC=C2)C=CC(=C1)OCCOC(C(=C)C)=O